(R)-N-(4-(3-((6-fluoroquinazolin-2-yl)amino)piperidine-1-carbonyl)phenyl)acrylamide FC=1C=C2C=NC(=NC2=CC1)N[C@H]1CN(CCC1)C(=O)C1=CC=C(C=C1)NC(C=C)=O